N-[3-(1,3-dioxoisoindol-2-yl)propyl]-N-[2-(4-fluorophenyl)ethyl]carbamate O=C1N(C(C2=CC=CC=C12)=O)CCCN(C([O-])=O)CCC1=CC=C(C=C1)F